ClCC=1C=C(C=CC1C)[C@H](C(C(=O)[O-])(C)C)C1=C(C=2N(C=C1)C(=NN2)C(F)(F)F)C (S)-3-(3-(chloromethyl)-4-methylphenyl)-2,2-dimethyl-3-(8-methyl-3-(trifluoromethyl)-[1,2,4]triazolo[4,3-a]pyridin-7-yl)propanoate